(3-(3-benzyl-4-oxo-3,4-dihydrophthalazin-1-yl)benzyl)carbamic acid tert-butyl ester C(C)(C)(C)OC(NCC1=CC(=CC=C1)C1=NN(C(C2=CC=CC=C12)=O)CC1=CC=CC=C1)=O